4-{[3-(4-{[(3S,4R)-3-fluoro-1-methylpiperidin-4-yl]amino}-1-(2,2,2-trifluoroethyl)-1H-indol-2-yl)prop-2-yn-1-yl]amino}-3-methoxy-N-(1,3-thiazol-2-yl)benzamide F[C@H]1CN(CC[C@H]1NC1=C2C=C(N(C2=CC=C1)CC(F)(F)F)C#CCNC1=C(C=C(C(=O)NC=2SC=CN2)C=C1)OC)C